CC1(N(CCC1)C(=O)C1=CC(=C2N1CCC1=CC(=C(C=C21)C(=O)NCC2=NN=NN2)OC)C=2SC=CC2)C 3-(2,2-dimethylpyrrolidine-1-carbonyl)-8-methoxy-N-(1H-tetrazol-5-ylmethyl)-1-(2-thienyl)-5,6-dihydropyrrolo[2,1-a]isoquinoline-9-carboxamide